tri(o-tolyl)phosphine oxide C1(=C(C=CC=C1)P(C1=C(C=CC=C1)C)(C1=C(C=CC=C1)C)=O)C